C(C)C1=CC=C(C=C1)C=1NC(=NN1)SC(C(=O)C1=CC(=CC=C1)[N+](=O)[O-])C 2-{[5-(4-ethylphenyl)-4H-1,2,4-triazol-3-yl]sulfanyl}-1-(3-nitrophenyl)propan-1-one